CC(C(=O)Cl)C1=CC=C(C=C1)[N+](=O)[O-] alpha-methyl-4-nitrobenzeneacetyl chloride